Cl.NC(C(=O)N1CCN(CC1)C(=O)NC1=NC(N(C(=C1)C)C1=CC=C(C=C1)CN1CCC(CC1)N)=O)(C)C 4-(2-Amino-2-methylpropanoyl)-N-(1-(4-((4-aminopiperidin-1-yl)methyl)phenyl)-6-methyl-2-oxo-1,2-dihydropyrimidin-4-yl)piperazine-1-carboxamide hydrochloride salt